3-fluoro-4-(2-((R)-1-(2-(pyridin-2-yl)propan-2-yl)-3-((R or S)-2,2,2-trifluoro-1-hydroxyethyl)pyrrolidin-3-yl)ethyl)benzonitrile FC=1C=C(C#N)C=CC1CC[C@@]1(CN(CC1)C(C)(C)C1=NC=CC=C1)[C@H](C(F)(F)F)O |o1:25|